C(C)(C)(C)N1C(N(C(C2=C1SC(=C2)S(=O)(=O)NC2(CC2)C)=O)CC=2C=NN(C2)C)=O tert-butyl-3-((1-methyl-1H-pyrazole-4-yl)methyl)-N-(1-methylcyclopropyl)-2,4-dioxo-1,2,3,4-Tetrahydrothieno[2,3-d]pyrimidin-6-sulfonamide